5-chloro-1-(2H3)methyl-1'-[2-({7-oxo-8-[(cis)-3-hydroxycyclobutyl]-5,6,7,8-tetrahydro-1,8-naphthyridin-3-yl}oxy)ethyl]-1,2-dihydrospiro[indole-3,4'-piperidin]-2-one ClC=1C=C2C(=CC1)N(C(C21CCN(CC1)CCOC=1C=NC=2N(C(CCC2C1)=O)[C@@H]1C[C@@H](C1)O)=O)C([2H])([2H])[2H]